(S)-N-(5-(2-fluoro-4-(trifluoromethyl)phenyl)-4-methyl-pyrimidin-2-yl)quinuclidin-3-amine, formate salt C(=O)O.FC1=C(C=CC(=C1)C(F)(F)F)C=1C(=NC(=NC1)N[C@@H]1CN2CCC1CC2)C